N-(5-nitro-1,2-benzothiazol-3-yl)-2-phenylacetamide [N+](=O)([O-])C=1C=CC2=C(C(=NS2)NC(CC2=CC=CC=C2)=O)C1